3-(5-(1-(4-isopropylbenzyl)piperidin-4-yl)-1-oxoisoindolin-2-yl)piperidine-2,6-dione C(C)(C)C1=CC=C(CN2CCC(CC2)C=2C=C3CN(C(C3=CC2)=O)C2C(NC(CC2)=O)=O)C=C1